3,4-dihydro-1,5-naphthyridin N1=CCCC2=NC=CC=C12